(6-(methylamino)imidazo[1,2-a]pyridin-3-yl)benzenesulfonamide CNC=1C=CC=2N(C1)C(=CN2)C2=C(C=CC=C2)S(=O)(=O)N